N-(1,2-BENZOXAZOL-5-YL)-2,4-DIMETHYLIMIDAZO[1,5-a]PYRIMIDINE-8-CARBOXAMIDE O1N=CC2=C1C=CC(=C2)NC(=O)C=2N=CN1C2N=C(C=C1C)C